[K+].S(=O)(=O)(OCCCCCCCCCCCCCCCC)[O-] hexadecyl sulfate potassium salt